N-(3-(6-(4-(3-(2-(dimethylamino)ethyl)ureido)phenyl)-1H-benzo[d]imidazol-1-yl)phenyl)acetamide CN(CCNC(NC1=CC=C(C=C1)C=1C=CC2=C(N(C=N2)C=2C=C(C=CC2)NC(C)=O)C1)=O)C